[NH4+].S(=O)(=O)([O-])[O-].C(C)C(COCC(CCCC)CC)CCCC.[NH4+] 2-ethylhexyl ether sulfate ammonium salt